C(C)C(=CC(=O)O)CCC 3-ETHYL-2-HEXENOIC ACID